C(C)(C)(C)OC(=O)N1[C@H](CC[C@@H](C1)NC(=O)C=1C=C2C=CC(=CN2C1)Cl)C=1OC(=NN1)OCCOC(F)(F)F.FC(C=1C=C(C(C(=O)O)=C(C1)[2H])[2H])F 4-(difluoromethyl)benzoic acid-2,6-d2 tert-butyl-(2R,5S)-5-(6-chloroindolizine-2-amido)-2-{5-[2-(trifluoromethoxy)ethoxy]-1,3,4-oxadiazol-2-yl}piperidine-1-carboxylate